CC=1C=CC=C2C=CN(C12)C(=O)[O-] 7-Methyl-1H-indole-1-carboxylate